[C@@H]1([C@@H](CC1)O)O 1,2-trans-cyclobutanediol